ClCC1=CC=2C(=C(C3=CC(=C(C=C3C2C=C1CCl)CCl)CCl)C)C 2,3,6,7-tetrachloromethyl-9,10-dimethyl-phenanthrene